Iminosuccinic acid N=C(C(=O)O)CC(=O)O